chloropropyl-methyl-dichlorosilane ClCCC[Si](Cl)(Cl)C